ClC=1C=C2C(=NC(=NC2=C(C1C1=CC=C(C2=C1N=C(S2)N)F)F)OC[C@]21CCCN1C[C@@H](C2)F)N2CC1(CCNC1)CCC2 4-(6-chloro-8-fluoro-2-(((2R,7aS)-2-fluorotetrahydro-1H-pyrrolizin-7a(5H)-yl)methoxy)-4-(2,7-diazaspiro[4.5]decan-7-yl)quinazolin-7-yl)-7-fluorobenzo[d]thiazol-2-amine